O[C@]1([C@@H](CCC1)N1C(C(=CC2=C1N=C(N=C2)SC)C#N)=O)C 8-((1R,2R)-2-hydroxy-2-methylcyclopentyl)-2-(methylthio)-7-oxo-7,8-dihydropyrido[2,3-d]pyrimidine-6-carbonitrile